rac-N-(1-(4-fluorobenzyl)-2-oxopyrrolidin-3-yl)-N-(4-methoxybenzyl)isonicotinamide FC1=CC=C(CN2C([C@@H](CC2)N(C(C2=CC=NC=C2)=O)CC2=CC=C(C=C2)OC)=O)C=C1 |r|